bis(n-propylamine) terephthalate salt C(C1=CC=C(C(=O)O)C=C1)(=O)O.C(CC)N.C(CC)N